FC(CN1N=CC(=C1)C1=CC=C(C(=O)NC=2C=CC=C3C(=CC=NC23)C=2C=NN(C2)CC(F)(F)F)C=C1)(F)F 4-(1-(2,2,2-trifluoroethyl)-1H-pyrazol-4-yl)-N-(4-(1-(2,2,2-trifluoroethyl)-1H-pyrazol-4-yl)quinolin-8-yl)benzamide